(S)-2-bromo-7-(methoxymethyl)-8-((2-(trimethyl-silyl)ethoxy)methyl)-4,5,7,8-tetrahydro-3-oxa-1-thia-5a,8-diazabenzo[cd]azulen-9(6H)-one BrC=1SC=2C(N([C@@H](CN3C2C1OCC3)COC)COCC[Si](C)(C)C)=O